ClC1=CC(=C(C=C1Cl)C(C(=O)OCC)N1CCC(CC1)CO)OC ethyl 2-(4,5-dichloro-2-methoxyphenyl)-2-[4-(hydroxymethyl) piperidin-1-yl]acetate